C1=C(C=CC=2OC3=C(C21)C=CC=C3)CNC3=CN=C(N(C3=O)CC(=O)OCCCC)C3=CC=CC=C3 butyl 2-(5-((dibenzo[b,d]furan-2-ylmethyl)amino)-6-oxo-2-phenylpyrimidin-1(6H)-yl)acetate